ClC1=C(C=CC=C1F)C1=CC=CC2=C1NC(=NS2(=O)=O)NCC2=NC=CC=C2 5-(2-chloro-3-fluorophenyl)-3-((pyridin-2-ylmethyl)amino)-4H-benzo[e][1,2,4]thiadiazine 1,1-dioxide